N-(2-Carboxyethyl)-N-dodecyl-β-Alanin C(=O)(O)CCN(CCC(=O)O)CCCCCCCCCCCC